tert-butyl 2-(bromomethyl)-6-(4,4-difluorocyclohexyl)-3-(trifluoromethyl)benzoate BrCC1=C(C(=O)OC(C)(C)C)C(=CC=C1C(F)(F)F)C1CCC(CC1)(F)F